propane-2-ylideneamine CC(C)=N